CN1C(=NC=C1)N 1-methyl-2-amino-1H-imidazole